CC=1N(N=C2C1C=NC=C2)CC21CCC(CC2)(C1)NC(OC(C)(C)C)=O tert-butyl (4-((3-methyl-2H-pyrazolo[4,3-c]pyridin-2-yl)methyl)bicyclo[2.2.1]heptan-1-yl)carbamate